N1=NC(=CC2=C1C1=C(CCC2)C=CC=C1)N1N=C(N=C1N)NC=1C=NC(=CC1)N1CCN(CCC1)C1C2CCC(C1)C2 1-(6,7-dihydro-5H-benzo[6,7]cyclohepta[1,2-c]pyridazin-3-yl)-N3-(6-(4-(bicyclo[2.2.1]heptan-2-yl)-1,4-diazepan-1-yl)pyridin-3-yl)-1H-1,2,4-triazole-3,5-diamine